ClC1=CC=C(C=C1)C#CCC(=O)C1=CC=CC=C1 2-(4-chlorophenylethynyl)acetophenone